1-[6-chloro-3-(2,2-difluoroethyl)-2-pyridyl]-5-methyl-pyrazole-3-carbonitrile ClC1=CC=C(C(=N1)N1N=C(C=C1C)C#N)CC(F)F